levulinoate C(CCC(=O)C)(=O)[O-]